O=C1NC(CCC1N1C(C2=CC=C(C=C2C1=O)C1CCN(CC1)CCN1CCC(CC1)COC1=CC=C(C=C1)OC=1C2=C(SC1C1=CC=C(C=C1)F)C=C(C=C2)O)=O)=O 2-(2,6-dioxopiperidin-3-yl)-5-(1-(2-(4-((4-((2-(4-fluorophenyl)-6-hydroxybenzo[b]thiophen-3-yl)oxy)phenoxy)methyl)piperidin-1-yl)ethyl)piperidin-4-yl)isoindoline-1,3-dione